CC1(N(CC[C@@H](C1)N(C(C)=O)C)C(=O)OC(C)(C)C)C tert-butyl (S)-2,2-dimethyl-4-(N-methylacetamido)piperidine-1-carboxylate